F[B-](F)(F)F.CC=1C=C(C=CC1C)[N+]#N 3,4-dimethylphenyl-diazonium tetrafluoroborate